tetrakis(ethylmethylamino)vanadium C(C)N(C)[V](N(CC)C)(N(CC)C)N(CC)C